FC1=C(COC2=NC=3N(C=C2)N=CC3C=3C=NN(C3)CC(C)(O)C)C=C(C=C1)F 1-(4-(5-((2,5-difluorobenzyl)oxy)pyrazolo[1,5-a]pyrimidin-3-yl)-1H-pyrazol-1-yl)-2-methylpropan-2-ol